ClC=1C(=CC(=C(C1)C=1C=C(C=CC1)C(=O)N1CCCCC1)O)C [3-(5-chloro-2-hydroxy-4-methylphenyl)phenyl]-piperidin-1-ylmethanone